2-fluoro-N-[1-(2-hydroxy-2-methylpropyl)-3-(2-isopropylphenyl)-6-oxo-1,6-dihydro-4-pyridazinyl]-5-(trifluoromethyl)benzamide FC1=C(C(=O)NC=2C(=NN(C(C2)=O)CC(C)(C)O)C2=C(C=CC=C2)C(C)C)C=C(C=C1)C(F)(F)F